dimethylanilinium tetrakis(3,5-ditrifluoromethylphenyl)borate 1-iodo-3-methyl-benzenebenzyl-6-fluoro-4-oxospiro[chromane-2,3'-pyrrolidine]-1'-carboxylate IC1(CC(=CC=C1)C)C1=CC=CC=C1COC(=O)N1CC2(CC1)OC1=CC=C(C=C1C(C2)=O)F.FC(C=2C=C(C=C(C2)C(F)(F)F)[B-](C2=CC(=CC(=C2)C(F)(F)F)C(F)(F)F)(C2=CC(=CC(=C2)C(F)(F)F)C(F)(F)F)C2=CC(=CC(=C2)C(F)(F)F)C(F)(F)F)(F)F.C[NH+](C2=CC=CC=C2)C